(S)-1-(2-fluoro-5-methoxybenzyl)-3,4-dimethyl-2-oxo-N-(2,4,6-trifluorobenzyl)-1,2,3,4-tetrahydro-quinazoline-7-carboxamide FC1=C(CN2C(N([C@H](C3=CC=C(C=C23)C(=O)NCC2=C(C=C(C=C2F)F)F)C)C)=O)C=C(C=C1)OC